The molecule is an amino oligosaccharide that is a dodecasaccharide derivative consisting of a tetrasaccharide chain of N-acetyl-beta-D-glucosamine, beta-D-mannose, N-acetyl-beta-D-glucosamine and N-acetyl-D-glucosamine residues, all linked sequentially (1->4), to the beta-D-mannose residue of which are also linked beta-D-galactosyl-(1->4)-N-acetyl-beta-D-glucosaminyl-(1->2)-alpha-D-mannosyl and beta-D-galactosyl-(1->4)-N-acetyl-beta-D-glucosaminyl-(1->4)-[beta-D-galactosyl-(1->4)-N-acetyl-beta-D-glucosaminyl-(1->2)]-alpha-D-mannosyl units via (1->6) and (1->3) linkages respectively. It is an amino oligosaccharide and a glucosamine oligosaccharide. CC(=O)N[C@@H]1[C@H]([C@@H]([C@H](O[C@H]1O[C@@H]2[C@H](O[C@H]([C@H]([C@H]2O[C@@H]3[C@H]([C@H]([C@@H]([C@H](O3)CO)O[C@H]4[C@@H]([C@H]([C@@H]([C@H](O4)CO)O[C@H]5[C@@H]([C@H]([C@H]([C@H](O5)CO)O)O)O)O)NC(=O)C)O)O[C@H]6[C@@H]([C@H]([C@@H]([C@H](O6)CO)O[C@H]7[C@@H]([C@H]([C@H]([C@H](O7)CO)O)O)O)O)NC(=O)C)O)O[C@@H]8[C@H](O[C@H]([C@@H]([C@H]8O)NC(=O)C)O[C@@H]9[C@H](OC([C@@H]([C@H]9O)NC(=O)C)O)CO)CO)CO[C@@H]1[C@H]([C@H]([C@@H]([C@H](O1)CO)O)O)O[C@H]1[C@@H]([C@H]([C@@H]([C@H](O1)CO)O[C@H]1[C@@H]([C@H]([C@H]([C@H](O1)CO)O)O)O)O)NC(=O)C)CO)O)O